The molecule is a dTDP-sugar having 3-amino-3,6-dideoxy-alpha-D-glucose as the sugar component. It derives from a dTDP-D-glucose. It is a conjugate acid of a dTDP-3-azaniumyl-3,6-dideoxy-alpha-D-glucose(1-). C[C@@H]1[C@H]([C@@H]([C@H]([C@H](O1)OP(=O)(O)OP(=O)(O)OC[C@@H]2[C@H](C[C@@H](O2)N3C=C(C(=O)NC3=O)C)O)O)N)O